ClN1C(=C2C(C(=NC(=N2)OC([2H])([2H])[C@]23CCCN3C[C@@H](C2)F)N2C3C(C3COCC2)F)=CC1)F 2-(7-Chloro-8-fluoro-2-(((2R,7aS)-2-fluorotetrahydro-1H-pyrrolizin-7a(5H)-yl)methoxy-d2)pyrido[4,3]pyrimidin-4-yl)-8-fluoro-5-oxa-2-azabicyclo[5.1.0]octane